COC1=C(CN(S(=O)(=O)C2=NC=CC(=C2)NC(=O)C2=NC3=CC(=CC=C3N=C2N2CC(C(CC2)(F)F)C)F)CC2=C(C=C(C=C2)OC)OC)C=CC(=C1)OC N-(2-(N,N-bis(2,4-dimethoxybenzyl)sulfamoyl)pyridin-4-yl)-3-(4,4-difluoro-3-methylpiperidin-1-yl)-7-fluoroquinoxaline-2-carboxamide